ClC=1C=C(CC2(CC2)OC(=O)N[C@H](C(=O)N[C@H](C(S(=O)(=O)[O-])O)C[C@H]2C(NCC2)=O)CC(C)C)C=CC1 (2S)-2-((S)-2-(((1-(3-chlorobenzyl)cyclopropoxy)carbonyl)amino)-4-methylpentanamido)-1-hydroxy-3-((S)-2-oxopyrrolidin-3-yl)propane-1-sulfonate